C(C)(=O)OCCCCCCC=O 7-OXOHEPTYL ACETATE